C(C=C)(=O)N1C[C@@H](CC1)N1C(N(C=2C=NC=CC21)C2=CC=C(C=C2)OC2=C(C(=CC=C2)F)Cl)=O (R)-1-(1-acryloylpyrrolidin-3-yl)-3-(4-(2-chloro-3-fluorophenoxy)phenyl)-1,3-dihydro-2H-imidazo[4,5-c]pyridin-2-one